C(C)N1CCN(CC1)C1=CC(=C(C=C1)NC(C1=CC(=C(C=C1)C)NC1=NC=CC(=N1)C=1C=NC=CC1)=O)C(F)(F)F N-[4-(4-Ethyl-piperazin-1-yl)-2-trifluoromethyl-phenyl]-4-methyl-3-(4-pyridin-3-yl-pyrimidin-2-ylamino)-benzamide